(2R,4R)-7-fluoro-4-hydroxy-N-{3-[4-(2-methoxypyrimidin-5-yl)-1H-pyrazol-1-yl]bicyclo[1.1.1]pentan-1-yl}-6-(trifluoromethyl)-3,4-dihydro-2H-1-benzopyran-2-carboxamide FC1=CC2=C([C@@H](C[C@@H](O2)C(=O)NC23CC(C2)(C3)N3N=CC(=C3)C=3C=NC(=NC3)OC)O)C=C1C(F)(F)F